ClC1=C2C(=NC(=C1)N1[C@@H](COCC1)C)C(=NS2)C(=O)OC methyl 7-chloro-5-[(3R)-3-methylmorpholin-4-yl]-[1,2]thiazolo[4,5-b]pyridine-3-carboxylate